(S)-6-(propyl(2-(thiophen-2-yl)ethyl)amino)-5,6,7,8-tetrahydronaphthalen-1-yl 4-p-palmitamidobenzenecarboxamidobutyrate C(CCCCCCCCCCCCCCC)(=O)NC1=CC=C(C=C1)C(=O)NCCCC(=O)OC1=CC=CC=2C[C@H](CCC12)N(CCC=1SC=CC1)CCC